OCC1CCC(CC1)N(C1=C2C(=NC=C1C(=O)OCC)NC=C2)C ethyl 4-(((1r,4r)-4-(hydroxymethyl) cyclohexyl) (methyl) amino)-1H-pyrrolo[2,3-b]pyridine-5-carboxylate